2-Amino-7-fluoro-4-(5-fluoro-3-((3aR,6aR)-1-methylhexahydropyrrolo[3,4-b]pyrrol-5(1H)-yl)-7,9-dihydrofuro[3,4-f]quinazolin-6-yl)thieno[3,2-c]pyridine-3-carbonitrile NC1=C(C=2C(=NC=C(C2S1)F)C=1C2=C(C=3C=NC(=NC3C1F)N1C[C@@H]3N(CC[C@@H]3C1)C)COC2)C#N